(S)-3-amino-3-(6-fluorobiphenyl-3-yl)propionic acid ethyl ester C(C)OC(C[C@@H](C=1C=C(C(=CC1)F)C1=CC=CC=C1)N)=O